NS(=NC(CC1=C(C=C(C=C1C(C)C)CCC1CCCCC1)C(C)C)=O)(=O)C1=NN(C(=C1)C(C)(C)O)C1=CC=CC=C1 N-(amino(5-(2-hydroxypropan-2-yl)-1-phenyl-1H-pyrazol-3-yl)(oxo)-λ6-sulfaneylidene)-2-(4-(2-cyclohexylethyl)-2,6-diisopropylphenyl)acetamide